C(C)OC(CSC1=NC2=C(N1)C=C(C=C2)OC)=O (6-methoxy-1H-benzimidazol-2-ylsulfanyl)-acetic acid ethyl ester